(3R,10S)-3-((1H-pyrazol-1-yl)methyl)-7-((2S,5R)-4-acryloyl-2,5-dimethylpiperazin-1-yl)-9-chloro-10-(2-fluoro-6-hydroxyphenyl)-2,3-dihydro-5H-[1,4]oxazino[2,3,4-ij]quinazolin-5-one N1(N=CC=C1)C[C@@H]1COC=2C(=C(C=C3C(=NC(N1C23)=O)N2[C@H](CN([C@@H](C2)C)C(C=C)=O)C)Cl)C2=C(C=CC=C2O)F